2-((4S)-6-(4-chlorophenyl)-1-methyl-8-phenyl-4H-benzo[f][1,2,4]triazolo[4,3-a][1,4]diazepin-4-yl)-N-ethylacetamide ClC1=CC=C(C=C1)C1=N[C@H](C=2N(C3=C1C=C(C=C3)C3=CC=CC=C3)C(=NN2)C)CC(=O)NCC